C(C)SC1=NN2C(N=CC=C2NC)=C1C1=NC=C(N=C1)OCC(C(F)(F)F)(F)F 2-(ethylthio)-N-methyl-3-(5-(2,2,3,3,3-pentafluoropropoxy)pyrazin-2-yl)pyrazolo[1,5-a]pyrimidin-7-amine